OC(CC(C)=O)C 4-hydroxy-2-Pentanone